N-(6-chloro-5-methoxypyridin-3-yl)-6-((3-methyloxetan-3-yl)methoxy)isoquinolin-1-amine ClC1=C(C=C(C=N1)NC1=NC=CC2=CC(=CC=C12)OCC1(COC1)C)OC